FC1=CC=C(C=C1)C1=NN2C(CN(CC2)C(C=C)=O)=C1C1=CC=NC=C1 1-[2-(4-fluorophenyl)-3-(pyridin-4-yl)-6,7-dihydropyrazolo[1,5-a]pyrazin-5(4H)-yl]prop-2-en-1-one